(3S)-3-[4-[7-(AMINOCARBONYL)-2H-INDAZOL-2-YL]PHENYL]-1-PIPERIDINECARBOXYLIC ACID 1,1-DIMETHYLETHYL ESTER CC(C)(C)OC(=O)N1C[C@@H](CCC1)C1=CC=C(C=C1)N1N=C2C(=CC=CC2=C1)C(=O)N